C(C)[C@@H]1C(N(C(N1)=O)C1=NC=C(N=C1)OC1=CC=CC2=C1C1(CC1)CO2)=O (5R)-5-ethyl-3-(5-spiro[2H-benzofuran-3,1'-cyclopropan]-4-yloxypyrazin-2-yl)imidazolidine-2,4-dione